OC1CC(C1)C(=O)N1CC=2NC(=NC2C1)C1=NC=CC(=C1)C1=C2N(N=C1C1=NC(=CC=C1)C)CCC2 (3-Hydroxycyclobutyl)(2-(4-(2-(6-methylpyridin-2-yl)-5,6-dihydro-4H-pyrrolo[1,2-b]pyrazol-3-yl)pyridin-2-yl)-4,6-dihydropyrrolo[3,4-d]imidazol-5(1H)-yl)ketone